C1=NC(=C2C(=N1)N(C=N2)[C@H]3[C@@H]([C@@H]([C@H](O3)COP(=O)([O-])OS(=O)(=O)[O-])O)O)N The molecule is an organic dianion arising from deprotonation of the phosphate and sufate groups of 5'-adenylyl sulfate; major species at pH 7.3. It has a role as a human metabolite and a Saccharomyces cerevisiae metabolite. It is an organosulfate oxoanion and an organophosphate oxoanion. It is a conjugate base of a 5'-adenylyl sulfate.